ammonium 2-oxo-1-phenylhydrazinolate O=NN([O-])C1=CC=CC=C1.[NH4+]